FC(C1=NC(=NC(=C1)C(F)(F)F)N1[C@H](C=2NC3=CC=C(C=C3C2CC1)Cl)CC1COCC1)(F)F (1S)-2-[4,6-bis(trifluoromethyl)pyrimidin-2-yl]-6-chloro-1-[(oxolan-3-yl)methyl]-2,3,4,9-tetrahydro-1H-pyrido[3,4-b]indole